C(C1=CC(OC)=C(O)C=C1)NC(CCCCCCCC)=O Pelargonic vanillylamide